2-chloro-6-(4-(6-cyclopentyl-1'-methyl-6'-oxo-1',6'-dihydro-[3,4'-bipyridin]-3'-yl)-1H-pyrazol-1-yl)benzonitrile ClC1=C(C#N)C(=CC=C1)N1N=CC(=C1)C1=CN(C(C=C1C=1C=NC(=CC1)C1CCCC1)=O)C